[Na+].C(=O)[O-] formate sodium salt